Tert-butyl (3S,4S)-3-(5-amino-4-(((1R,2S)-2-(difluoromethyl) cyclopropyl) amino)-2-fluorobenzamido)-4-fluoropiperidine-1-carboxylate NC=1C(=CC(=C(C(=O)N[C@H]2CN(CC[C@@H]2F)C(=O)OC(C)(C)C)C1)F)N[C@H]1[C@H](C1)C(F)F